BrC=1C=C2C(=NC1)NN=C2C2=CSC=C2 5-bromo-3-(thiophen-3-yl)-1H-pyrazolo[3,4-b]pyridine